F\C(=C/CC1=CC=CC=C1)\C1=C(N(C2=CC=CC=C12)CC(C(=O)N)(C)C)C=1SC=CC1 (Z)-3-(3-(1-Fluoro-3-phenylprop-1-en-1-yl)-2-(thiophen-2-yl)-1H-indol-1-yl)-2,2-dimethylpropanamide